N-((2S,3R)-3-hydroxy-1-(((R)-3-methyl-1-((R)-4-(2-(methylamino)-2-oxoethyl)-5-oxo-1,3,2-dioxaborolan-2-yl)butyl)amino)-1-oxobutan-2-yl)-6-phenylpicolinamide O[C@@H]([C@@H](C(=O)N[C@@H](CC(C)C)B1OC([C@H](O1)CC(=O)NC)=O)NC(C1=NC(=CC=C1)C1=CC=CC=C1)=O)C